3-amino-6-(5-(1,1-difluoro-2,3-dihydroxypropan-2-yl)-2-methylphenyl)-N-(4-hydroxybicyclo[2.2.1]heptan-1-yl)pyrazine-2-carboxamide NC=1C(=NC(=CN1)C1=C(C=CC(=C1)C(C(F)F)(CO)O)C)C(=O)NC12CCC(CC1)(C2)O